ClC1=C(CNC(C2=CC(=CC=C2)NC2=NC=C(C=N2)C2=CC(=CC=C2)F)=O)C=CC(=C1)Cl N-(2,4-dichlorobenzyl)-3-((5-(3-fluorophenyl)pyrimidin-2-yl)amino)benzamide